C(C1=CC=CC=C1)OC=1C(=NC=C(C1C)C1=CC(=CC=C1)OC)C(=O)O 3-(benzyloxy)-5-(3-methoxyphenyl)-4-methylpicolinic acid